4-chloro-6-(morpholin-4-yl)-8-oxa-3,5,10-triazatricyclo[7.4.0.02,7]Tridec-1(9),2(7),3,5,10,12-hexaene-12-carbaldehyde ClC1=NC=2C=3C=C(C=NC3OC2C(=N1)N1CCOCC1)C=O